7-bromo-5-chloro-2,3-dihydrobenzofuran-3-ol BrC1=CC(=CC=2C(COC21)O)Cl